(((5-Chloropyridin-3-yl)methyl)amino)-N-((1,3-dimethyl-1H-pyrazol-4-yl)Methyl)-6-(3,5-dimethylisoxazol-4-yl)quinazoline-2-carboxamide ClC=1C=C(C=NC1)CNC1=NC(=NC2=CC=C(C=C12)C=1C(=NOC1C)C)C(=O)NCC=1C(=NN(C1)C)C